4-fluoro-1,3-benzothiazole-6-carboxylate FC1=CC(=CC2=C1N=CS2)C(=O)[O-]